2-(2-azabicyclo[2.2.1]heptan-2-yl)-8-(1-hydroxyethyl)-3,6-dimethylquinazolin-4(3H)-one C12N(CC(CC1)C2)C2=NC1=C(C=C(C=C1C(N2C)=O)C)C(C)O